C(C)(C)(C)C1=CC=C(C(=N1)C1=CC=C(C=C1)C)C(=O)NS(=O)(=O)C1=CC(=CC=C1)OC 6-tert-Butyl-N-(3-methoxyphenyl)sulfonyl-2-(p-tolyl)pyridin-3-carboxamid